BrC1=CCC2C(C(N(C2=C1)C1CC(C1)(N1CCCCC1)C)=O)(C)C 6-bromo-3,3-dimethyl-1-((1s,3s)-3-methyl-3-(piperidin-1-yl)cyclobutyl)dihydro-indol-2-one